5-(8,9-Dihydro-7H-cyclopenta[c][1,2,4]triazolo[1,5-a]pyridin-6-yl)-4-isopropyl-3-methyl-2-(1-(piperazine-1-ylsulfonyl)piperidin-4-yl)-6H-thieno[2,3-b]pyrrole N=1C=NN2C1C1=C(C(=C2)C2=C(C3=C(N2)SC(=C3C)C3CCN(CC3)S(=O)(=O)N3CCNCC3)C(C)C)CCC1